O[C@H](C)C1=NC=2C(=C3C(=NC2)N(C=C3)S(=O)(=O)C3=CC=C(C)C=C3)N1N1CCC3(CC3)CC1 6-(2-((R)-1-hydroxyethyl)6-p-toluenesulfonyl-imidazo[4,5-d]pyrrolo[2,3-b]pyridine-1(6H)-yl)-6-azaspiro[2.5]octane